FC1=CC=C(C=C1)C1=CC=C(C(=N1)NC(C1=CN=C(C=C1)N1CCNCC1)=O)[N+](=O)[O-] N-(6-(4-fluorophenyl)-3-nitropyridin-2-yl)-6-(piperazin-1-yl)nicotinamide